O=C(OCCOCCN(C)C)N(CC=1SC=CC1)CC=1SC=CC1 7-oxo-9-(2-thienyl)-8-(2-thienylmethyl)-3,6-dioxa-8-aza-nonyl-N,N-dimethylamine